7-(2,6-difluoro-3,5-dimethoxyphenyl)-2-[2-(4-ethylpiperazin-1-yl)ethyl]-9,9-dimethyl-3,6,7,9-tetrahydro-8H-pyrrolo[2,3-c]-2,7-naphthyridin-8-one FC1=C(C(=C(C=C1OC)OC)F)N1C(C(C=2C3=C(N=CC2C1)NC(=C3)CCN3CCN(CC3)CC)(C)C)=O